BrC=1C(=C(C(=CC1)NC=1C(=NC(=CC1)OCC1=CC=CC=C1)OCC1=CC=CC=C1)N)F 4-bromo-N1-(2,6-dibenzyloxy-3-pyridyl)-3-fluoro-benzene-1,2-diamine